BrC1=CC(=NC=C1)C(C(=O)N)CC1=CC=C(C=C1)F (4-bromopyridin-2-yl)-3-(4-fluorophenyl)propanamide